F[C@@H]1CN(CC[C@@H]1N1N=C(C=2C1=NC=NC2N)C2=CC=C(C=C2)OC2=CC=CC=C2)C2CCNCC2 1-((3R,4S)-3-fluoro-[1,4'-bipiperidin]-4-yl)-3-(4-phenoxyphenyl)-1H-pyrazolo[3,4-d]pyrimidin-4-amine